(R)-1-ethyl-N'-((3-ethyl-2-(trifluoromethyl)-6,7-dihydro-5H-cyclopenta[b]pyridin-4-yl)carbamoyl)-4-fluoro-1H-pyrazole-3-sulfonimidamide C(C)N1N=C(C(=C1)F)[S@@](=O)(N)=NC(NC1=C2C(=NC(=C1CC)C(F)(F)F)CCC2)=O